2-iodo-4-methyl-6-isopropylaniline IC1=C(N)C(=CC(=C1)C)C(C)C